FC=1C=C2C=CN(C(C2=CC1)=C=O)C1=CC(=C(C(=C1)C)NC(CC(C)(C)C)=O)C N-(4-(6-fluoro-1-Carbonylisoquinolin-2(1H)-yl)-2,6-dimethylphenyl)-3,3-dimethylbutanamide